(R)-4-(3-(dimethylamino)-3-(3-(trifluoromethyl)phenethyl)piperidin-1-yl)-2-fluoro-N-(thiazol-2-yl)benzenesulfonamide CN([C@]1(CN(CCC1)C1=CC(=C(C=C1)S(=O)(=O)NC=1SC=CN1)F)CCC1=CC(=CC=C1)C(F)(F)F)C